3-cyclopropyl-1-(tetrahydro-2H-pyran-2-yl)-5-(4,4,5,5-tetramethyl-1,3,2-dioxaborolan-2-yl)-1H-pyrazole C1(CC1)C1=NN(C(=C1)B1OC(C(O1)(C)C)(C)C)C1OCCCC1